5-bromo-3-(3,3-dimethylbutyl)-3,4-dihydroquinazolin-4-one BrC1=C2C(N(C=NC2=CC=C1)CCC(C)(C)C)=O